NC=1C(NC(NC1N)=O)=O 5,6-diamino-uracil